F[C@@H](CN1N=NC(=C1)C(=O)NC)CCC=1SC(=NN1)NC(CC1=CC(=CC=C1)OC(F)(F)F)=O (R)-1-(2-fluoro-4-(5-(2-(3-(trifluoromethoxy)phenyl)acetamido)-1,3,4-thiadiazol-2-yl)butyl)-N-methyl-1H-1,2,3-triazole-4-carboxamide